(S)-4-methyl-2-(4,5-dimethyl-6-oxo-3-(2-oxoethyl)pyridazin-1(6H)-yl)pentane CC(C[C@H](C)N1N=C(C(=C(C1=O)C)C)CC=O)C